5-fluoro-N-(3-fluoro-4-(4-isopropylpiperazin-1-yl)phenyl)-4-(1-isopropyl-1H-pyrazolo[4,3-b]pyridin-6-yl)pyrimidin-2-amine FC=1C(=NC(=NC1)NC1=CC(=C(C=C1)N1CCN(CC1)C(C)C)F)C=1C=C2C(=NC1)C=NN2C(C)C